C(C)(=O)C1=C(C=C(S1)C(C(C(=O)OC)(C)C)C1=CC(=C(C=C1)C)CCl)F methyl 3-(5-acetyl-4-fluorothiophen-2-yl)-3-[3-(chloromethyl)-4-methylphenyl]-2,2-dimethylpropionate